tert-butyl (3'-(5-(hydroxymethyl)picolinamido)-2,2'-dimethyl-[1,1'-biphenyl]-3-yl)carbamate OCC=1C=CC(=NC1)C(=O)NC=1C(=C(C=CC1)C1=C(C(=CC=C1)NC(OC(C)(C)C)=O)C)C